N1=C(C=CC=C1)C=1C(NC=CC1)=O PYRIDYLPYRIDONE